N-(6-methoxy-2-methyl-2H-indazol-5-yl)pyrazine-2-carboxamide COC=1C(=CC2=CN(N=C2C1)C)NC(=O)C1=NC=CN=C1